O[C@H]1CN(CC1)CC=1C=NC2=C(N=CC=C2C1)NC=1C(=C(C=CC1)C1=C(C(=CC=C1)NC=1N=CC=C2C=C(C=NC12)CN1C[C@@H](CC1)C(=O)N(C)C)C)C (R)-1-((8-(3'-(3-(((R)-3-Hydroxypyrrolidin-1-yl)methyl)-1,7-naphthyridin-8-ylamino)-2,2'-dimethylbiphenyl-3-ylamino)-1,7-naphthyridin-3-yl)methyl)-N,N-dimethylpyrrolidin-3-carboxamid